4-(2-chlorothiazol-5-yl)but-3-en-2-one ClC=1SC(=CN1)C=CC(C)=O